5-chloro-4-N-(cyclopropylmethyl)-2-methyl-4-N-propyl-6-N-(2,4,6-trichlorophenyl)pyrimidine-4,6-diamine ClC=1C(=NC(=NC1NC1=C(C=C(C=C1Cl)Cl)Cl)C)N(CCC)CC1CC1